(R)-N-((1-fluorocyclobutyl)methylene)-2-methylpropane-2-sulfinamide FC1(CCC1)C=N[S@](=O)C(C)(C)C